phospho-DOPA P(=O)(O)(O)OC1=CC=C(C[C@@H](C(=O)O)N)C=C1O